[1,4]Diazepine-5(6H)-carboxylic acid tert-butyl ester C(C)(C)(C)OC(=O)C1=NC=CN=CC1